P(=O)(O)(O)OC([C@H](N)[C@H](O)[C@H](O)CCCCCCCCCCCCCC)C(C(F)(F)F)=O trifluoroacetyl-phytosphingosine 1-phosphate